6-[(7S)-2-{3-[5-(4-Methylpyridazin-3-yl)pyridin-2-yl]-1H-pyrazolo[3,4-b]pyridin-5-yl}-6,7,8,9-tetrahydro-5H-benzo[7]annulen-7-yl]-3-oxa-6-azabicyclo[3.1.1]heptane CC1=C(N=NC=C1)C=1C=CC(=NC1)C1=NNC2=NC=C(C=C21)C=2C=CC1=C(CC[C@H](CC1)N1C3COCC1C3)C2